Cl.N[C@H](C(=O)OC)CCCCNC(=O)OC(C)(C)C methyl (2S)-2-amino-6-{[(tert-butoxy)carbonyl]amino}hexanoate hydrogen chloride